diisopropyl (((((((2R)-1-(6-((2-oxo-4-(pyridin-4-yl)-1,3,2-dioxaphosphorinane-2-yl) amino)-9H-purin-9-yl) propan-2-yl) oxy) methyl) phosphoryl) bis(oxy)) bis(methylene)) dicarbonate C(OC(C)C)(OCOP(=O)(CO[C@@H](CN1C2=NC=NC(=C2N=C1)NP1(OCCC(O1)C1=CC=NC=C1)=O)C)OCOC(OC(C)C)=O)=O